C(=O)O.ClC1=C(C=CC=C1Cl)N1CCN(CC1)CCCN1C=NC2=C1C(NC=1C=CC(=CC21)OC)=O 3-(3-(4-(2,3-dichlorophenyl)piperazin-1-yl)propyl)-8-methoxy-3,5-dihydro-4H-imidazo[4,5-c]quinolin-4-one formate